N1=C(C=C(C=C1C(=O)[O-])C1=CC(=NC(=C1)C(=O)[O-])C(=O)[O-])C(=O)[O-].[Zn+2].COC1=CC=C(C=C1)[C@H](C)N1C(CCC1)=O.[Zn+2] 1-((S)-1-(4-methoxyphenyl)ethyl)pyrrolidin-2-one Zinc(II) 4,4'-Bipyridine-2,6,2',6'-tetracarboxylate